Tetrahydrofuran-3-yl-N-[4-(7-fluoro-1,3-benzoxazol-2-yl)phenyl]carbamat O1CC(CC1)OC(NC1=CC=C(C=C1)C=1OC2=C(N1)C=CC=C2F)=O